Acetylagmatine C(C)(=O)NCCCCNC(N)=N